C(C)(CC)C1CCC(CC1)N(C(C1=CC(C(=O)N)=CC(=C1)NC(=O)C1CCC(CC1)C(C)(C)C)=O)C1CCC(CC1)C(C)CC N,N-bis(4-sec-butylcyclohexyl)-5-(4-tert-butylcyclohexylcarbonylamino)-isophthalamide